tungsten-boron-gadolinium-aluminum [Al].[Gd].[B].[W]